CC1C(=CC2=CC=CC=C12)[Hf]C1(C(=C(C(=C1C)C)C)C)C (1-methylindenyl)(pentamethylcyclopentadienyl)hafnium